1-(2-aminoethoxypropyl)-2-hydroxymethyl-5-benzyloxypyridin-4-one NCCOCCCN1C(=CC(C(=C1)OCC1=CC=CC=C1)=O)CO